COC(=O)C=1N=CN(C1)C=1N=NC(=CC1)Cl 1-(6-Chloropyridazin-3-yl)-1H-imidazole-4-carboxylic acid methyl ester